C1(CC1)C1=NNC=C1C1=CC=C2C(=N1)C=NN2C 5-(3-cyclopropyl-1H-pyrazol-4-yl)-1-methyl-1H-pyrazolo[4,3-b]pyridine